NC1=NC=C(C(=N1)C(F)F)C1=NC(=NC(=N1)N1CCOCC1)N1CCN(CC1)C(CN(C(=O)C1CN(C1)C(=O)OC(C)(C)C)C)=O tert-butyl 3-((2-(4-(4-(2-amino-4-(difluoromethyl)pyrimidin-5-yl)-6-morpholino-1,3,5-triazin-2-yl)piperazin-1-yl)-2-oxoethyl)(methyl)carbamoyl)azetidine-1-carboxylate